5-{(Z)-2-fluoro-2-[5-(morpholin-4-yl)pyridin-3-yl]vinyl}-N-[(1S,2S)-2-hydroxycyclohexyl]-6-methylpyridine-3-carboxamide F\C(=C/C=1C=C(C=NC1C)C(=O)N[C@@H]1[C@H](CCCC1)O)\C=1C=NC=C(C1)N1CCOCC1